C1(CC1)N1N=C(C=C1)C1=CN(C[C@H](O1)C)S(=O)(=O)C1=CC=C(C=C1)C (2R)-6-(1-cyclopropylpyrazol-3-yl)-2-methyl-4-(p-tolylsulfonyl)-2,3-dihydro-1,4-oxazine